6-bromo-1-(3,5-dimethylphenyl)isoquinoline BrC=1C=C2C=CN=C(C2=CC1)C1=CC(=CC(=C1)C)C